1-(6-hydrazinopyridin-3-yl)pyrrolidin-2-one N(N)C1=CC=C(C=N1)N1C(CCC1)=O